N1CC[C@H]([C@@]12COCC2)C2=CC=1C(=NC=CC1NC=1C=CC3=C(N=CS3)C1)S2 N-(2-((4R,5S)-7-oxa-1-azaspiro[4.4]nonan-4-yl)thieno[2,3-b]pyridin-4-yl)benzo[d]thiazol-5-amine